O=C1N(C(C=C1)=O)CC(=O)N[C@@H](C(C)C)C(=O)N[C@@H](C)C(=O)NCCCN(C(CO)=O)[C@H](C(C)(C)C)C=1N(C=C(C1)C1=C(C=CC(=C1)F)F)CC1=CC=CC=C1 N-[(2,5-dioxo-2,5-dihydro-1H-pyrrol-1-yl)acetyl]-L-valyl-N-{3-[{(1R)-1-[1-benzyl-4-(2,5-difluorophenyl)-1H-pyrrol-2-yl]-2,2-dimethylpropyl}(glycoloyl)amino]propyl}-L-alanineamide